5-chloro-N-(3-(N'-cyanoamidino)-4-fluorophenyl)-2-(4,4-difluoroazepan-1-yl)-6-trifluoromethyl-nicotinamide ClC=1C(=NC(=C(C(=O)NC2=CC(=C(C=C2)F)C(N)=NC#N)C1)N1CCC(CCC1)(F)F)C(F)(F)F